CN1N=CC2=C1NC1=C(N(C2)CC=2C=C(C=C(C2)O)O)C=CC=C1 5-((1-Methyl-4,10-dihydrobenzo[b]pyrazolo[3,4-e][1,4]diazepin-5(1H)-yl)methyl)benzene-1,3-diol